ClC=1C=CC(=NC1)COC1=NN=C(S1)NC(C1=CN=C(C=C1C1=C(C=CC=C1F)OC(F)F)C)=O N-(5-((5-chloropyridin-2-yl)methoxy)-1,3,4-thiadiazol-2-yl)-4-(2-(difluoromethoxy)-6-fluorophenyl)-6-methylnicotinamide